Cl.NCCC[Si](OC)(OC)OC 3-aminopropyltrimethoxysilane hydrochloride